C1(=CC=CC2=CC3=CC=CC=C3C=C12)[NH-] Anthracenylamide